6-[4-[2-[(5-chloro-8-hydroxy-3-methyl-1-oxo-3,4-dihydroisochromen-7-carbonyl)amino]-3-[(2-methylprop-2-yl)oxy]-3-oxopropyl]phenyl]hexanoic acid ClC1=C2CC(OC(C2=C(C(=C1)C(=O)NC(CC1=CC=C(C=C1)CCCCCC(=O)O)C(=O)OC(C)(C)C)O)=O)C